3,7-Dimethyluric acid CN1C(NC(C=2N(C(NC12)=O)C)=O)=O